FC(C=1SC(=CN1)C=1C=CC=C2C(=NC=NC12)N)(F)F 8-[2-(trifluoromethyl)-1,3-thiazol-5-yl]quinazolin-4-amine